(1r,4r)-N1-(5-Methyl-4-(6-(pyridin-3-yloxy)imidazo[1,2-a]pyridin-3-yl)pyrimidin-2-yl)cyclohexane-1,4-diamine CC=1C(=NC(=NC1)NC1CCC(CC1)N)C1=CN=C2N1C=C(C=C2)OC=2C=NC=CC2